4-(6-bromo-2,3-dihydrobenzo[e][1,4]oxazepin-1(5H)-yl)-5-fluoroquinazolin-2(1H)-one BrC1=CC=CC=2N(CCOCC21)C2=NC(NC1=CC=CC(=C21)F)=O